2-(5-cyclopropyl-1,2,4-oxadiazol-3-yl)morpholine C1(CC1)C1=NC(=NO1)C1CNCCO1